C1(CC1)CN1CC2C(C1)CN(C2)C=2N=CC1=C(N2)N2C(=C(C1=O)C(=O)OCC)NC1=C2C=CC=C1 ethyl 2-(5-(cyclopropylmethyl)hexahydropyrrolo-[3,4-c]pyrrol-2(1H)-yl)-5-oxo-5,7-dihydrobenzo[4',5']imidazo[1',2':1,6]pyrido[2,3-d]pyrimidine-6-carboxylate